2-amino-4-bromo-6-(2,2-diethoxyethoxy)-3-fluorobenzonitrile NC1=C(C#N)C(=CC(=C1F)Br)OCC(OCC)OCC